(R)-7-chloro-10-(3-(4-chloro-3,5-dimethylphenoxy)propyl)-6-(4,6-dimethylpyrimidin-5-yl)-4-methyl-3,4-dihydropyrazino[1,2-a]indol ClC=1C=CC=2C(=C3N(C2C1C=1C(=NC=NC1C)C)[C@@H](CN=C3)C)CCCOC3=CC(=C(C(=C3)C)Cl)C